(R)-3-((2-nitro-3-vinylphenyl)amino)butanoic acid [N+](=O)([O-])C1=C(C=CC=C1C=C)N[C@@H](CC(=O)O)C